6-(5-chloro-2-(1H-1,2,3-triazol-1-yl)phenyl)pyrimidin-4-ol ClC=1C=CC(=C(C1)C1=CC(=NC=N1)O)N1N=NC=C1